C(C)(C)(C)OC(=O)N(C(OC(C)(C)C)=O)C=1N=NC(=C(C1)C(F)(F)F)CCl tert-butyl (tert-butoxycarbonyl)(6-(chloromethyl)-5-(trifluoromethyl)pyridazin-3-yl)carbamate